3-(6-cyano-phenyl)-6-(1-propen-2-yl)-1,2,4,5-tetrazine C(#N)C1=CC=CC=C1C=1N=NC(=NN1)C(=C)C